Br[SiH]1C[Si](C1)(CCCC)Cl 1-bromo-3-chloro-3-butyl-1,3-disilacyclobutane